S1C(N=C2C1=CC=N2)C(=O)N pyrrolothiazoleamide